FC=1C=C(C=CC1)C=1C=C2C(=NC1)C(NS2(=O)C)=O (1R)-6-(3-fluorophenyl)-1-methyl-1-oxo-isothiazolo[4,5-b]pyridin-3-one